(R)-1-(2,5-difluoropyridin-3-yl)ethyl (1-methyl-4-(5-(2-(trifluoromethyl)pyrimidine-5-carboxamido) pyrimidin-2-yl)-1H-pyrazol-5-yl)carbamate CN1N=CC(=C1NC(O[C@H](C)C=1C(=NC=C(C1)F)F)=O)C1=NC=C(C=N1)NC(=O)C=1C=NC(=NC1)C(F)(F)F